NC(C(=O)O)(CCCCB(O)O)CCCO 2-amino-6-borono-2-(3-hydroxypropyl)hexanoic acid